2-methyl-9,10-diisopropoxylanthracene CC1=CC2=C(C3=CC=CC=C3C(=C2C=C1)OC(C)C)OC(C)C